3-chloromethylbenzyl-triphenyl-phosphorus chloride ClCC=1C=C(CP(C2=CC=CC=C2)(C2=CC=CC=C2)(C2=CC=CC=C2)Cl)C=CC1